ClC1=C(C(=CC=C1)Cl)N1CC(C1)C1=CC(=C(CN2CC(C2)(O)C(F)F)C(=C1)C)C 1-(4-(1-(2,6-dichlorophenyl)azetidin-3-yl)-2,6-dimethylbenzyl)-3-(difluoromethyl)azetidin-3-ol